2-chloro-1-(2-oxo-2-(p-tolyl)ethyl)pyridine ClC1N(C=CC=C1)CC(C1=CC=C(C=C1)C)=O